18-(2-((1,2-Dimethylhydrazino)methyl)-1H-indol-1-yl)-9,10-dihydroxy-2,3-dimethyl-4,8,11,16-tetraoxo-3,7,12,15-tetraazaoctadecan-1-oic acid CN(NC)CC=1N(C2=CC=CC=C2C1)CCC(NCCNC(C(C(C(NCCC(N(C(C(=O)O)C)C)=O)=O)O)O)=O)=O